C(C)(C)(C)OC(=O)NCC(=O)NCC(=O)N[C@H](C(=O)NCC(=O)O)CC1=CC=CC=C1 [(2S)-2-(2-[2-[(tert-butoxycarbonyl)amino]-acetamido]acetamido)-3-phenylpropanamido]acetic acid